((4-bromonaphthalen-1-yl)oxy)(tert-butyl)dimethylsilane BrC1=CC=C(C2=CC=CC=C12)O[Si](C)(C)C(C)(C)C